BrC1=C(C=C2C(=NC(=NN21)Cl)N(C(OC(C)(C)C)=O)CC=2SC=CC2)C[C@H](C)NC(=O)OC(C)(C)C tert-butyl N-{7-bromo-6-[(2S)-2-[(tert-butoxycarbonyl)amino]propyl]-2-chloropyrrolo[2,1-f][1,2,4]triazin-4-yl}-N-(thiophen-2-ylmethyl)carbamate